FC1([C@H](C2=C(C=CC(=C2C1)OC=1C=C(C#N)C=C(C1)F)S(=O)(=O)C)O)F [S]-3-((2,2-difluoro-1-hydroxy-7-(methylsulfonyl)-2,3-dihydro-1H-inden-4-yl)oxy)-5-fluorobenzonitrile